OC1=CC=C2CCCC3(CCC=4C(=NC(=NC4C3)OC[C@H]3N(CCC3)C)N3C[C@@H](NCC3)CC#N)C2=C1 2-((2S)-4-(7-Hydroxy-2'-(((S)-1-methylpyrrolidin-2-yl)methoxy)-3,4,5',8'-tetrahydro-2H,6'H-spiro[naphthalene-1,7'-quinazolin]-4'-yl)piperazin-2-yl)acetonitrile